1,1-dimethylethyl methacrylate C(C(=C)C)(=O)OC(C)(C)C